8-(5-(2-methyl-5,6,7,8-tetrahydroimidazo[1,2-a]pyrazine-7-carbonyl)-1H-pyrrolo[2,3-b]pyridin-3-yl)-3,4-dihydrobenzo[f][1,4]oxazepin-5(2H)-one CC=1N=C2N(CCN(C2)C(=O)C=2C=C3C(=NC2)NC=C3C3=CC2=C(C(NCCO2)=O)C=C3)C1